C1OCC12CN(C2)C2COC1(CN(C1)S(=O)(=O)C=1C=C(C#N)C=C(C1)F)C2 3-((7-(2-oxa-6-azaspiro[3.3]heptan-6-yl)-5-oxa-2-azaspiro[3.4]octan-2-yl)sulfonyl)-5-fluorobenzonitrile